C(CCCCCCCCC)C(CCCCCCCCCCCCOCCCCCCCCCCCCC(C)CCCCCCCCCC)C 13-decyltetradecylether